1-ethyl-9,10-bis(n-heptanoyloxy)anthracene methyl-4-((7-fluoro-11H-benzo[b]pyrido[3,2-f]azepin-11-yl)methyl)benzoate COC(C1=CC=C(C=C1)CN1C2=C(C=CC3=C1N=CC=C3)C(=CC=C2)F)=O.C(C)C2=CC=CC3=C(C1=CC=CC=C1C(=C23)OC(CCCCCC)=O)OC(CCCCCC)=O